BrC1=CC=2N(C=C1)N=NC2CO (5-bromo-[1,2,3]triazolo[1,5-a]pyridin-3-yl)methanol